2-(hydroxymethyl)-6-((3-(2-(isopropyl(methyl)-amino)ethyl)-1H-indol-4-yl)oxy)tetrahydro-2H-pyran-3,4,5-triol OCC1OC(C(C(C1O)O)O)OC1=C2C(=CNC2=CC=C1)CCN(C)C(C)C